thenyl alcohol C1(=CC=CS1)CO